NC1=C(C=NC=C1)/C=C/CC(=O)OC(C)(C)C tert-butyl (E)-4-(4-amino-3-pyridyl)but-3-enoate